(3-(4-((4-(Thiophenyl)-1H-1,2,3-triazol-1-yl)methyl)phenyl)-1,2,4-oxadiazol-5-yl)-pyrrolidine-1-carboximidamide hydrochloride Cl.S1C(=CC=C1)C=1N=NN(C1)CC1=CC=C(C=C1)C1=NOC(=N1)C1N(CCC1)C(N)=N